N1-(2-(1-cyclopropyl-1H-pyrazol-4-yl)quinolin-4-yl)-N3,N3-dimethylpropane-1,3-diamine C1(CC1)N1N=CC(=C1)C1=NC2=CC=CC=C2C(=C1)NCCCN(C)C